CC=1N=C(C2=C(N1)C=NC(=C2)P2(CCN(CC2)C(=O)C2COC2)=O)N[C@H](C)C2=C(C(=CC=C2)C(F)(F)F)C 4-[2-methyl-4-({(1R)-1-[2-methyl-3-(trifluoromethyl)phenyl]ethyl}amino)pyrido[3,4-d]pyrimidin-6-yl]-1-(oxetane-3-carbonyl)-1,4lambda5-azaphosphinan-4-one